ethylenediaminetetraacetic acid disodium salt dihydrate O.O.[Na+].[Na+].C(CN(CC(=O)[O-])CC(=O)[O-])N(CC(=O)O)CC(=O)O